C(C)(C)(C)C1=CC(=NO1)NC(=O)NC1=CC=C(C=C1)C1=NN(C2=NC=NC(=C21)N)C(C)C 1-(5-tert-butyl-isoxazole-3-yl)-3-(4-(4-amino-1-isopropyl-1H-pyrazolo[3,4-d]pyrimidine-3-yl)phenyl)urea